COC=1C=C2C(=NC(=NC2=CC1)C)SCC(=O)C1=CC=C(S1)CNC(CC=1C=NC=CC1)=O N-((5-(2-((6-methoxy-2-methylquinazolin-4-yl)thio)acetyl)thiophen-2-yl)methyl)-2-(pyridin-3-yl)acetamide